CN(C(=O)C1=CC=2C(=NC=C(C2)[N+](=O)[O-])N1S(=O)(=O)C1=CC=CC=C1)C N,N-dimethyl-5-nitro-1-(phenylsulfonyl)-1H-pyrrolo[2,3-b]pyridine-2-carboxamide